C(CCCCCCCCCCC)C(C(=O)O)(O)C.C(C(O)C)(=O)OCCCCCCCCCCCC lauryl lactate (lauryl lactate)